4-(1-(5-(2,4,5-trifluoro-3-hydroxyphenyl)-1,2,4-oxadiazole-3-carbonyl)azetidin-3-yl)benzonitrile FC1=C(C=C(C(=C1O)F)F)C1=NC(=NO1)C(=O)N1CC(C1)C1=CC=C(C#N)C=C1